t-butyl 2-((4-((4-(1H-imidazol-1-yl)phenyl) (5-(3,5-dimethylisoxazol-4-yl)-2-methylphenyl)amino)but-2-yn-1-yl)oxy)acetate N1(C=NC=C1)C1=CC=C(C=C1)N(CC#CCOCC(=O)OC(C)(C)C)C1=C(C=CC(=C1)C=1C(=NOC1C)C)C